O=C1NC(CCC1C1=C(C=C(C=C1C)N1CC(C1)NC(OC1CN(C1)C(N(C)C1CC1)=O)=O)F)=O 1-(cyclopropyl(methyl)carbamoyl)azetidin-3-yl (1-(4-(2,6-dioxopiperidin-3-yl)-3-fluoro-5-methylphenyl)azetidin-3-yl)carbamate